OC1(CCC(CC1)CNC1=C(C=C(C=N1)S(=O)(=O)N)[N+](=O)[O-])C 6-(((4-hydroxy-4-methylcyclohexyl)methyl)amino)-5-nitropyridine-3-sulfonamide